C(C1=CC=CC=C1)N1CCC(CC1)(C(=O)N)O 1-benzyl-4-hydroxy-piperidine-4-carboxamide